CS(=O)(=O)[O-].[NH2+]1CCOCC1 (morpholin-4-ium) methanesulfonate